(R)-(3'-(2-(2-(1-methyl-1H-imidazol-2-yl)pyrrolidin-1-yl)-oxoethyl)-2',4'-dioxo-2,3-dihydrospiro[indene-1,5'-oxazolidine]-5-yl)urea CN1C(=NC=C1)C1N(CCC1)C(CN1C(O[C@]2(C1=O)CCC1=CC(=CC=C12)NC(=O)N)=O)=O